S-phenylsulfanyl-sulfonate C1(=CC=CC=C1)SS(=O)(=O)[O-]